COC([C@@H](NC([C@](NC(CCCC1=CC=CC=C1)=O)(CC(C)C)N)=O)CC1=CC=CC=C1)=O (alphaR)-alpha-aminophenylbutyryl-L-leucyl-L-phenylalanine methyl ester